O(C1=CC=CC=C1)C1=CC=CC(=N1)C=1C=C2C=CC(=CC2=CC1)CC(C(=O)OC)C(=O)OC Dimethyl 2-[6-(6-phenoxy-pyridin-2-yl)-naphthalen-2-ylmethyl]-malonate